C1N(CCC2=CC=CC=C12)CC=1OC=C(C(C1)=O)OCC1CCN(CC1)S(=O)(=O)C 2-((3,4-dihydroisoquinolin-2(1H)-yl)methyl)-5-((1-(methylsulfonyl)piperidin-4-yl)methoxy)-4H-pyran-4-one